2-(bis(ethylthio)methylene)-3-oxobutanamide C(C)SC(=C(C(=O)N)C(C)=O)SCC